Trimethylolpropan triacrylat C(C=C)(=O)O.C(C=C)(=O)O.C(C=C)(=O)O.C(O)C(CC)(CO)CO